ClC1C=2N(C3=C(CC14OCCO4)C=CC=C3)C(=NN2)C2CCC(CC2)(CCC)OC chloro-1'-(cis-4-methoxy-4-propylcyclohexyl)-4'H,6'H-spiro[1,3-dioxolane-2,5'-[1,2,4]triazolo[4,3-a][1]benzazepine]